OCC(C(COC(CC)=O)(C)C)(C)C propionic acid 4-hydroxy-2,2,3,3-tetramethylbutyl ester